4-cyclohexylphenyldiphenylsulfonium 2-(bicyclo[2.2.1]heptan-2-yl)-1,1,2,2-tetrafluoroethanesulfonate C12C(CC(CC1)C2)C(C(S(=O)(=O)[O-])(F)F)(F)F.C2(CCCCC2)C2=CC=C(C=C2)[S+](C2=CC=CC=C2)C2=CC=CC=C2